C[C@H]1COCCN1C=1N=C(C2=C(N1)N=C(C=C2)C=2C=C(C(=O)NC)C=CC2)N2[C@H](COCC2)C 3-(2,4-bis((S)-3-methylmorpholino)pyrido[2,3-d]pyrimidin-7-yl)-N-methylbenzamide